tert-butyl (S)-2-(hydroxymethyl)-5,5-dimethylmorpholine-4-carboxylate OC[C@@H]1CN(C(CO1)(C)C)C(=O)OC(C)(C)C